CC1=CC=C(C=C1)S(=O)(=O)NC=1C=C(C=CC1)N1N=NC(=C1)C=1C=C(C(=O)O)C=CN1 2-(1-(3-((4-methylphenyl)sulfonamido)phenyl)-1H-1,2,3-triazol-4-yl)isonicotinic acid